2-(2,6-dimethyl-4-(4-(4-(methylthio)benzyl)piperazin-1-yl)phenoxy)-2-methylpropionic acid ethyl ester C(C)OC(C(C)(C)OC1=C(C=C(C=C1C)N1CCN(CC1)CC1=CC=C(C=C1)SC)C)=O